9,10-dihydroxytetradecanoic acid OC(CCCCCCCC(=O)O)C(CCCC)O